ClC=1C(=NC=C(C1)Cl)COC=1N=CC2=CC(=CC(=C2C1)C(=O)N1CCCCC1)C(=O)N1CCC(CC1)(C#N)C1=NC=CC=C1 1-(3-((3,5-dichloropyridin-2-yl)methoxy)-5-(piperidine-1-carbonyl)isoquinoline-7-carbonyl)-4-(pyridin-2-yl)piperidine-4-carbonitrile